3-amino-N,N,6-trimethyl-pyridazine-4-carboxamide NC=1N=NC(=CC1C(=O)N(C)C)C